C(C)OC(=O)C=1C(=NC(=C(C1N1CC(CC1)C(NCC1=CC(=C(C=C1)F)F)=O)C#N)CC(C)C)CCC1=CC=C(C=C1)F.O[C@H](C(C)=O)[C@H](CO)O (3S,4S)-3,4,5-trihydroxypentanone ethyl-5-cyano-4-[3-[(3,4-difluorophenyl)methylcarbamoyl]pyrrolidin-1-yl]-2-[2-(4-fluorophenyl)ethyl]-6-isobutyl-pyridine-3-carboxylate